C(CC)OC(=O)C1C2C=CC(C1)C2 2-propoxycarbonylbicyclo[2.2.1]Hept-5-ene